C(C)(=O)OCC1(CCCC1)COC(C)=O 4,4-bis(acetoxymethyl)cyclopentane